ClC=1C=C(C=CC1)N1N=CC(=N1)C(=O)NC[C@]1(NC(NC1=O)=O)C1CC1 2-(3-chlorophenyl)-N-{[(4R)-4-cyclopropyl-2,5-dioxoimidazolidin-4-yl]methyl}-2H-1,2,3-triazole-4-carboxamide